NC([C@H](C[C@H]1C(NCCC1)=O)NC([C@H](CC1CC1)NC(=O)C1=CC=NN1)=O)=O N-((S)-1-(((S)-1-amino-1-oxo-3-((S)-2-oxopiperidin-3-yl)propan-2-yl)amino)-3-cyclopropyl-1-oxopropan-2-yl)-1H-pyrazole-5-carboxamide